(5S,8R)-N-(3,5-bis(trifluoromethyl)phenyl)-1-fluoro-6,7,8,9-tetrahydro-5H-5,8-epiminocyclohepta[c]pyridine-10-carboxamide FC(C=1C=C(C=C(C1)C(F)(F)F)NC(=O)N1[C@H]2CC[C@@H]1CC=1C(=NC=CC12)F)(F)F